BrC=1C=C(C=C(C1)OC)CCN 2-(3-bromo-5-methoxyphenyl)ethane-1-amine